N1CCCC2=C(C=CC=C12)N1CCC(CC1)CCO 2-[1-(1,2,3,4-tetrahydroquinolin-5-yl)-4-piperidyl]ethanol